1-ethyl-4-methylpyridin C(C)N1CC=C(C=C1)C